7-chloro-N-(4-(1-methyl-1H-indol-3-yl)pyrimidin-2-yl)-1-(2-morpholinoethyl)-1H-indazol-5-amine ClC=1C=C(C=C2C=NN(C12)CCN1CCOCC1)NC1=NC=CC(=N1)C1=CN(C2=CC=CC=C12)C